N1(N=CN=C1)C(=O)N1C[C@@H]2[C@@H](OCC(N2)=O)CC1 (4aR,8aS)-6-(1H-1,2,4-triazole-1-carbonyl)hexahydro-2H-pyrido[4,3-b][1,4]oxazin-3(4H)-one